C(C)C1=CC=C(S1)CN(CC1=CC=C(C=C1)CNCC1=NC=CC=C1)C1CCCC=2C=CC=NC12 N-(5-ethylthiophen-2-ylmethyl)-N'-(2-pyridylmethyl)-N-(5,6,7,8-tetrahydro-8-quinolinyl)-1,4-xylylenediamine